CN(CC(=O)N1CCC2(CC1)N(CC(CC(C(C(C(C(C(OC2)=O)(C)C)=O)C)O)(C)OC)C)C)C 3-(Dimethylglycyl)-12-hydroxy-11-methoxy-7,9,11,13,15,15-hexamethyl-17-oxa-3,7-diazaspiro[5.12]octadecane-14,16-dione